1,8-diazafluoren-9-one N1=CC=CC=2C3=CC=CN=C3C(C12)=O